C(C1=CC=CC=C1)N(C=O)C(C)=C(CCNC=1C2=CC=C(C=C2N=C2CCCCC12)Cl)SSCC1=CC=CC=C1 N-benzyl-N-(3-(benzyldithio)-5-((6-chloro-1,2,3,4-tetrahydroacridin-9-yl)amino)pent-2-en-2-yl)carboxamide